3,4,5,6-tetrakis(3,6-diphenyl-9H-carbazol-9-yl)phthalonitrile C1(=CC=CC=C1)C=1C=CC=2N(C3=CC=C(C=C3C2C1)C1=CC=CC=C1)C1=C(C(C#N)=C(C(=C1N1C2=CC=C(C=C2C=2C=C(C=CC12)C1=CC=CC=C1)C1=CC=CC=C1)N1C2=CC=C(C=C2C=2C=C(C=CC12)C1=CC=CC=C1)C1=CC=CC=C1)N1C2=CC=C(C=C2C=2C=C(C=CC12)C1=CC=CC=C1)C1=CC=CC=C1)C#N